(Thio)Cyanate S(OC#N)OC#N